(S)-2-(2,2-difluorocyclopropane-1-carboxamido)-4-((2-methoxy-3-(1-methyl-1H-pyrazol-3-yl)phenyl)amino)pyrimidine-5-carboxamide FC1([C@@H](C1)C(=O)NC1=NC=C(C(=N1)NC1=C(C(=CC=C1)C1=NN(C=C1)C)OC)C(=O)N)F